di(t-butyl)phenylphosphine C(C)(C)(C)P(C1=CC=CC=C1)C(C)(C)C